FC(C1=CC(=NN1)B(O)O)(F)F (5-(trifluoromethyl)-1H-pyrazol-3-yl)boronic acid